(R)-2-amino-N-(1-(8-((1-methyl-1H-pyrazol-4-yl)ethynyl)-2-(7-methyl-7-azaspiro[3.5]nonan-2-yl)-1-oxo-1,2-dihydroisoquinolin-3-yl)ethyl)pyrazolo[1,5-a]pyrimidine-3-carboxamide NC1=NN2C(N=CC=C2)=C1C(=O)N[C@H](C)C=1N(C(C2=C(C=CC=C2C1)C#CC=1C=NN(C1)C)=O)C1CC2(C1)CCN(CC2)C